2,2-bis(4-Hydroxyphenyl)propane OC1=CC=C(C=C1)C(C)(C)C1=CC=C(C=C1)O